OC(CC(=O)O)C.OC(=CC(=O)C1=C(N=C2C(=N1)N=C(S2)C)NCC2=CC=C(C=C2)OC)CC 3-hydroxy-1-(6-((4-methoxybenzyl)amino)-2-methylthiazolo[4,5-b]pyrazin-5-yl)pent-2-en-1-one L-beta-hydroxybutyrate